N1(CCN(CCNCCC1)CC=1C(=C(C(=O)NC(CO)O)C=C(C1)C)O)CC=1C(=C(C(=O)NC(CO)O)C=C(C1)C)O 3,3'-[1,4,7-triazecane-1,4-diylbis(methylene)]bis[N-(1,2-dihydroxyethyl)-2-hydroxy-5-methyl-benzamide]